t-butyl 7-{[2-(5-chloropyridin-2-yl) imidazo[1,2-a]Pyridin-3-yl]Methyl}-3-oxo-7,9-diazabicyclo[3.3.1]Nonane-9-carboxylate ClC=1C=CC(=NC1)C=1N=C2N(C=CC=C2)C1CN1CC2CC(CC(C1)N2C(=O)OC(C)(C)C)=O